CN1C2(CC2)CN(CC1)C1CN(CC1)C(=O)OC(C)(C)C tert-Butyl 3-(4-methyl-4,7-diazaspiro[2.5]octan-7-yl)pyrrolidine-1-carboxylate